[N+](=O)([O-])C1=C(C=CC=C1)N[C@@H](CC1=CC=CC=C1)C(=O)OCC Ethyl (2-nitrophenyl)phenylalaninate